C(#N)C1=C(SC(=C1C1=CC=C(C=C1)OC)C)N1C(C2=CC=C(C=C2C1=O)C(=O)O)=O 2-(3-cyano-4-(4-methoxyphenyl)-5-methylthiophen-2-yl)-1,3-dioxo-isoindoline-5-carboxylic acid